BrC1=C(C=C(C=C1)C1N(CC(C1)=C(F)F)C(=O)OC(C)(C)C)F tert-butyl 2-(4-bromo-3-fluorophenyl)-4-(difluoromethylene)pyrrolidine-1-carboxylate